O1N=C(C=C1)NC(C[N+]1(CCCCC1)CC(=O)NC1=C(SC=C1C)C(NCCOC)=O)=O 1-(2-(isoxazol-3-ylamino)-2-oxoethyl)-1-(2-((2-((2-methoxyethyl)carbamoyl)-4-methylthiophen-3-yl)amino)-2-oxoethyl)piperidin-1-ium